CC(C)(C=1OCC(N1)C1=CC=CC=C1)C=1OCC(N1)C1=CC=CC=C1 2,2'-(propane-2,2-diyl)bis(4-phenyl-4,5-dihydrooxazole)